ethyl hydroxide C(C)O